C1(CCCCC1)NC(=O)C=1N=C(OC1)C1C(C2CCC1O2)C(C(=O)O)CC=CC 3-[4-[(cyclohexyl-amino)-carbonyl]-2-oxazolyl]-7-oxabicyclo[2.2.1]hept-2-yl-4-hexenoic acid